6-(1H-indazol-6-yl)-N-(3-methoxy-4-(4-(oxazin-3-yl)piperazin-1-yl)phenyl)-[1,2,4]triazolo[1,5-a]pyrazin-8-amine N1N=CC2=CC=C(C=C12)C=1N=C(C=2N(C1)N=CN2)NC2=CC(=C(C=C2)N2CCN(CC2)C=2NOC=CC2)OC